C(C)(C)(C)O[C@H](C(=O)OCC)C1=C(C2=C(N=C(S2)C=2N=C3C(=NC2)N(C=C3C3CCNCC3)C)C=C1C)C1=CC=C(C=C1)Cl ethyl (S)-2-(tert-butoxy)-2-(7-(4-chlorophenyl)-5-methyl-2-(5-methyl-7-(piperidin-4-yl)-5H-pyrrolo[2,3-b]pyrazin-2-yl)benzo[d]thiazol-6-yl)acetate